CN1N=CC(=C1)C=1N=C(SC1)NC(C1=CC=C(C=C1)N1CCOCC1)=O N-[4-(1-methylpyrazol-4-yl)thiazol-2-yl]-4-morpholino-benzamide